O=C1NC(CCC1N1C(C2=CC=C(C(=C2C1)F)CN(C1CCN(CC1)C1=CC=C(C(=O)NC2=CC(=C(C=C2)C)NC2=NC=CC(=N2)C=2C=NC=CC2)C=C1)C)=O)=O 4-(4-(((2-(2,6-dioxopiperidin-3-yl)-4-fluoro-1-oxoisoindolin-5-yl)methyl)(methyl)amino)piperidin-1-yl)-N-(4-methyl-3-((4-(pyridin-3-yl)pyrimidin-2-yl)amino)phenyl)benzamide